N-((1R,4R)-4-(2-oxa-6-azaspiro[3.3]heptan-6-yl)cyclohexyl)-2-(3-((4-chloro-2-methoxy-phenyl)amino)prop-1-yn-1-yl)-1-(2,2,2-trifluoro-ethyl)-1H-indol-4-amine C1OCC12CN(C2)C2CCC(CC2)NC=2C=1C=C(N(C1C=CC2)CC(F)(F)F)C#CCNC2=C(C=C(C=C2)Cl)OC